FC1=CC=C2C(=CNC2=C1)S(=O)(=O)C1=CC(=CC=C1)[N+](=O)[O-] 6-fluoro-3-((3-nitrophenyl)sulfonyl)-1H-indole